CC1(C(N(C=2C1=NC=C(C2)[C@@H]2[C@H](C2)C=2C=1N(N=C(C2)C=2C(NC(NC2)=O)=O)C(=CN1)F)CC(F)(F)F)=O)C 5-[8-[(1S,2S)-2-[3,3-dimethyl-2-oxo-1-(2,2,2-trifluoroethyl)pyrrolo[3,2-b]pyridin-6-yl]cyclopropyl]-3-fluoro-imidazo[1,2-b]pyridazin-6-yl]-1H-pyrimidine-2,4-dione